methyl 6-(1-{[(2-methylpropan-2-yl) oxy] carbonyl}-1,2,3,6-tetrahydropyridin-4-yl)-1,2-diazine-3-carboxylate CC(C)(C)OC(=O)N1CCC(=CC1)C1=CC=C(N=N1)C(=O)OC